[I].[Pb].CNC dimethylamine lead iodine salt